tris(2-propenyloxy)silane C(C=C)O[SiH](OCC=C)OCC=C